C(C)(C)(C)OC(=O)N1C[C@H]([C@H](C1)F)OC=1C=CC(=NC1)C(=O)OC methyl 5-{[(3R,4S)-1-(tert-butoxycarbonyl)-4-fluoropyrrolidin-3-yl]oxy}pyridine-2-carboxylate